6-(Cyclopropylmethyl)-4,4-dimethyl-2,3,4,6,7,8-hexahydro-5H-chromen-5-on C1(CC1)CC1C(C=2C(CCOC2CC1)(C)C)=O